(E)-(2-((4-cyanophenoxy)methyl)-3-fluoroallyl)carbamic acid tert-butyl ester C(C)(C)(C)OC(NC/C(=C\F)/COC1=CC=C(C=C1)C#N)=O